(2-Allyloxy-2-oxo-ethyl) 1-[2-chloro-4-fluoro-5-[3-methyl-2,6-dioxo-4-(trifluoromethyl)pyrimidin-1-yl]phenoxy]cyclopentanecarboxylate ClC1=C(OC2(CCCC2)C(=O)OCC(=O)OCC=C)C=C(C(=C1)F)N1C(N(C(=CC1=O)C(F)(F)F)C)=O